N-(5-Chloro-1-(2,6-dimethoxyphenyl)-2-(6-ethoxypyridin-2-yl)-1H-imidazo[4,5-b]pyrazin-6-yl)morpholine-4-sulfonamide ClC=1N=C2C(=NC1NS(=O)(=O)N1CCOCC1)N(C(=N2)C2=NC(=CC=C2)OCC)C2=C(C=CC=C2OC)OC